(4-(4-((3-(3,6-difluoropyridin-2-yl)-1-((1r,4r)-4-ethoxycyclohexyl)-1H-pyrazol-4-yl)carbamoyl)thiazol-2-yl)-1H-pyrazol-1-yl)methyl L-prolinate N1[C@@H](CCC1)C(=O)OCN1N=CC(=C1)C=1SC=C(N1)C(NC=1C(=NN(C1)C1CCC(CC1)OCC)C1=NC(=CC=C1F)F)=O